COC(/C(=N/OC)/C1=C(C=CC=C1)CBr)=O (E)-2-(2-(bromomethyl)phenyl)-2-(methoxyimino)acetic acid methyl ester